n-methyl-3-nitro-4,5,6,7-tetrahydropyrazolo[1,5-a]pyridin-4-amine CNC1C=2N(CCC1)N=CC2[N+](=O)[O-]